1-(3,5-Dichlorophenyl)-4-ethyl-2,6,7-trioxabicyclo[2.2.2]octane ClC=1C=C(C=C(C1)Cl)C12OCC(CO1)(CO2)CC